5-(4-(3-fluoro-pyrrolidine-1-carbonyl)phenyl)-7-(trifluoro-methyl)benzofuran FC1CN(CC1)C(=O)C1=CC=C(C=C1)C=1C=C(C2=C(C=CO2)C1)C(F)(F)F